(S)-N-((1H-pyrrolo[3,2-c]pyridin-2-yl)methyl)-3-(([1,1'-biphenyl]-3-ylmethyl)amino)-4-oxo-4,6,7,8-tetrahydropyrrolo[1,2-a]pyrazine-6-carboxamide N1C(=CC=2C=NC=CC21)CNC(=O)[C@@H]2CCC=1N2C(C(=NC1)NCC=1C=C(C=CC1)C1=CC=CC=C1)=O